NCC1=NNC(C2=CC=C(C=C12)C1(CC1)C(=O)N(C1CCCC=2C=CC=NC12)CC1=NC=C(C2=CC=CC=C12)Br)=O 1-(4-(aminomethyl)-1-oxo-1,2-dihydrophthalazin-6-yl)-N-((4-bromoisoquinolin-1-yl)methyl)-N-(5,6,7,8-tetrahydroquinolin-8-yl)cyclopropane-1-carboxamide